ClC=1C(=CC(=NC1)NC(=O)[C@H]1C[C@@H](CCC1)C=1C=NC=CC1)C1=C2N(N=C1)CC(C2)(C)C (1R,3R)-N-(5-chloro-4-(5,5-dimethyl-5,6-dihydro-4H-pyrrolo[1,2-b]pyrazol-3-yl)pyridin-2-yl)-3-(pyridin-3-yl)cyclohexane-1-carboxamide